C(C)(C)(C)OC(=O)NCCOC=1C=CC(=C(C(=O)O)C1)C 5-(2-((tert-Butoxycarbonyl)amino)ethoxy)-2-methylbenzoic acid